tert-butyl N-[(1R)-2-[(2R,3R)-2-(2-chloro-5-fluoro-3-methyl-phenyl)pyrrolidine-3-yl]oxy-1-methyl-ethyl]carbamate ClC1=C(C=C(C=C1C)F)[C@H]1NCC[C@H]1OC[C@@H](C)NC(OC(C)(C)C)=O